chlorine (2-methylphenyl)(N,N,N',N'-tetramethyl-1,2-ethylenediamine) nickel (II) [Ni+2].CC1=C(C=CC=C1)C(CN(C)C)N(C)C.[Cl+]